6-(2,2-Difluoro-7-methyl-[1,3]dioxolo[4,5-f]benzimidazol-6-yl)-5-ethylsulfonylpyridin-2-amine FC1(OC=2C(=CC3=C(N(C(=N3)C3=C(C=CC(=N3)N)S(=O)(=O)CC)C)C2)O1)F